NC=1N(C(C=2C=C(C=NC2C1C#N)COC)=O)C1=C(C(=CC=C1C)O)C 7-amino-6-(3-hydroxy-2,6-dimethylphenyl)-3-(methoxymethyl)-5-oxo-5,6-dihydro-1,6-naphthyridine-8-carbonitrile